rac-(4aR,8aS)-6-[4-[(4-chlorophenyl)methyl]piperazine-1-carbonyl]-4,4a,5,7,8,8a-hexahydropyrido[4,3-b][1,4]oxazin-3-one ClC1=CC=C(C=C1)CN1CCN(CC1)C(=O)N1C[C@@H]2[C@@H](OCC(N2)=O)CC1 |r|